3-azido-1-(benzoxazol-2-yl)-1-phenyl-3-buten-1-ol N(=[N+]=[N-])C(CC(O)(C1=CC=CC=C1)C=1OC2=C(N1)C=CC=C2)=C